N-benzyl-7-(4-bromo-3-chloro-benzoyl)-2-(4-fluorophenyl)-3-oxo-6,8-dihydro-5H-imidazo[1,5-a]pyrazine-1-carboxamide C(C1=CC=CC=C1)NC(=O)C=1N(C(N2C1CN(CC2)C(C2=CC(=C(C=C2)Br)Cl)=O)=O)C2=CC=C(C=C2)F